(4-((3-(3-fluoro-4-methoxyphenyl)imidazo[1,2-a]pyrazin-8-yl)amino)-2-methylphenyl)methanone hydrochloride Cl.FC=1C=C(C=CC1OC)C1=CN=C2N1C=CN=C2NC2=CC(=C(C=C2)C=O)C